C(C)[C@@H]1C[C@H]2C([C@](N1CC2)(COC)CO)=O (1R,2R,4S,6R)-6-ethyl-2-(hydroxymethyl)-2-(methoxymethyl)quinuclidin-3-one